rel-(R)-4-[[(1R)-1-[4-(4-chloro-2,3,7,10-tetrazatricyclo[7.4.0.02,6]trideca-1(9),3,5,7-tetraen-10-yl)phenyl]-2,2,2-trifluoro-ethyl]-methyl-carbamoyl]-2-oxo-pyrrolidine-1-carboxylate ClC1=NN2C=3CCCN(C3C=NC2=C1)C1=CC=C(C=C1)[C@H](C(F)(F)F)N(C(=O)[C@@H]1CC(N(C1)C(=O)[O-])=O)C |o1:28|